Tert-butyl-N-[2,4-difluoro-3-[1-(1-[[2-(trimethylsilyl)ethoxy]methyl]imidazol-2-yl)imidazo[1,5-a]pyrazin-6-yl] phenyl]carbamate C(C)(C)(C)OC(NC1=C(C(=C(C=C1)F)C=1N=CC=2N(C1)C=NC2C=2N(C=CN2)COCC[Si](C)(C)C)F)=O